7,7-dimethyl-2-azabicyclo[2.2.1]hept-5-ene CC1(C2NCC1C=C2)C